[C@H]12CN(C[C@H](CC1)N2)C2=NC(=NC=1C(N(N=CC12)C1=C(C(=CC(=C1)O)Cl)C(F)(F)F)=O)OCC12CCCN2CCC1 4-((1R,5S)-3,8-Diazabicyclo[3.2.1]octan-3-yl)-7-(3-chloro-5-hydroxy-2-(trifluoromethyl)phenyl)-2-((tetrahydro-1H-pyrrolizin-7a(5H)-yl)methoxy)pyrimido[4,5-d]pyridazin-8(7H)-one